((1s,2s)-2-(((tert-butyldiphenylsilyl)oxy)methyl)-1-fluorocyclopropyl)benzoic acid methyl ester COC(C1=C(C=CC=C1)[C@]1([C@@H](C1)CO[Si](C1=CC=CC=C1)(C1=CC=CC=C1)C(C)(C)C)F)=O